(7R,14R)-1-(difluoromethoxy)-10-fluoro-6-(methyl-d3)-11-(4,4,5,5-tetramethyl-1,3,2-dioxaborolan-2-yl)-6,7-dihydro-7,14-methanobenzo[f]benzo[4,5]imidazo[1,2-a][1,4]diazocin-5(14H)-one FC(OC1=CC=CC=2C(N([C@H]3C=4N([C@@H](C21)C3)C3=C(N4)C=C(C(=C3)B3OC(C(O3)(C)C)(C)C)F)C([2H])([2H])[2H])=O)F